FC(OC1=CC=CC=2C(N([C@H]3C=4N([C@@H](C21)C3)C3=C(N4)C=CC(=C3)C#CC3CC(C3)(C#N)C)C([2H])([2H])[2H])=O)F 3-(((7R,14R)-1-(difluoromethoxy)-6-(methyl-d3)-5-oxo-5,6,7,14-tetrahydro-7,14-methanobenzo[f]benzo[4,5]imidazo[1,2-a][1,4]diazocin-11-yl)ethynyl)-1-methylcyclobutane-1-carbonitrile